CC1(CC2=C(N=C(S2)NC2=NC3=C(N2C)C=CC(=C3)C(=O)NCCOCCO)CC1)C ((6,6-dimethyl-4,5,6,7-tetrahydrobenzo[d]thiazol-2-yl)amino)-N-(2-(2-hydroxyethoxy)ethyl)-1-methyl-1H-benzo[d]imidazole-5-carboxamide